(S)-2-(3-Cyclopropyl-1,7-dimethyl-4-oxo-1,4-dihydro-5H-pyrazolo[3,4-d]pyridazin-5-yl)-N-(1-(4-(trifluoromethoxy)phenyl)ethyl)acetamid C1(CC1)C1=NN(C=2C(=NN(C(C21)=O)CC(=O)N[C@@H](C)C2=CC=C(C=C2)OC(F)(F)F)C)C